P(=O)([O-])([O-])[O-].C(CCCC)[N+](CC)(CC)CC.C(CCCC)[N+](CC)(CC)CC.C(CCCC)[N+](CC)(CC)CC amyl-triethyl-ammonium phosphate